(R)-1-(2-aminopyrimidin-4-yl)piperidine-3-carboxylic acid ethyl ester C(C)OC(=O)[C@H]1CN(CCC1)C1=NC(=NC=C1)N